C(CCCCCCCCCCCCCCC)(=O)C(C(C(O)(C(CCCCCCCCCCCCCCC)=O)C(CCCCCCCCCCCCCCC)=O)O)(O)C(CCCCCCCCCCCCCCC)=O Dipalmitoyl-Dipalmitoylglycerol